O[Si] hydroxyl-silicon